Cl.N(N)C(=O)C1=CC(=C2CN(C(NC2=C1)=O)C1CCC(CC1)C(=O)NC1=CC(=C(C=C1)C)OC)C (1s,4s)-4-(7-(hydrazinecarbonyl)-5-methyl-2-oxo-1,2-dihydroquinazolin-3(4H)-yl)-N-(3-methoxy-4-methylphenyl)cyclohexanecarboxamide hydrochloride